3'-amino-deoxythymidine N[C@@]1(C[C@@H](O[C@@H]1CO)N1C(=O)NC(=O)C(C)=C1)O